3-methyl-1-(6-{[4-methyl-1-(6-methylpyridin-3-yl)-1H-1,2,3-triazol-5-yl]methoxy}-1,2,3,4-tetrahydro-2,7-naphthyridin-2-yl)butan-1-one CC(CC(=O)N1CC2=CN=C(C=C2CC1)OCC1=C(N=NN1C=1C=NC(=CC1)C)C)C